FC(C1=NC(=NC(=N1)C(F)(F)F)N1[C@H](C=2NC3=CC=C(C=C3C2CC1)Cl)C[C@@H](CC)C)(F)F (1S)-2-[4,6-bis(trifluoromethyl)-1,3,5-triazin-2-yl]-6-chloro-1-[(2R)-2-methylbutyl]-2,3,4,9-tetrahydro-1H-pyrido[3,4-b]indole